4-{[10-(4,5-dimethoxy-2-methyl-3,6-dioxocyclohex-1,4-dien-1-yl)decyl]oxy}benzonitrile COC=1C(C(=C(C(C1OC)=O)CCCCCCCCCCOC1=CC=C(C#N)C=C1)C)=O